5-vinyliden-2-norbornene C(=C)=C1C2C=CC(C1)C2